C(CCCCCCCCCCCCCCCCCCC(=O)O)(=O)O 1,20-eicosanedioic acid